5-hydroxy-N-(4-(4-methylthiazol-5-yl)benzyl)pyrrolidine-3-carboxamide sodium triethoxide [O-]CC.[O-]CC.[O-]CC.[Na+].OC1CC(CN1)C(=O)NCC1=CC=C(C=C1)C1=C(N=CS1)C.[Na+].[Na+]